(2R)-1-(4-bromo-5-fluoro-2-nitrophenyl)-2-methylpyrrolidine BrC1=CC(=C(C=C1F)N1[C@@H](CCC1)C)[N+](=O)[O-]